[Pt+2].CC(CC(CC)=O)=O.CC(CC(CC)=O)=O bis(2,4-hexanedione) platinum (II)